4-(2-fluoro-3-(4,4,5,5-tetramethyl-1,3,2-dioxaborolan-2-yl)phenyl)-3-methylisothiazole FC1=C(C=CC=C1B1OC(C(O1)(C)C)(C)C)C=1C(=NSC1)C